(E)-N-(7-(2-(4,4-Difluorocyclohexyl)vinyl)-2,3-dihydrobenzofuran-5-yl)acrylamide FC1(CCC(CC1)/C=C/C1=CC(=CC=2CCOC21)NC(C=C)=O)F